4-(2-acryloyl-2,6-diazaspiro[3.4]octan-6-yl)-2-((3-methoxybenzyl)oxy)-6-(5-methyl-1H-indazol-4-yl)pyrimidine-5-carbonitrile C(C=C)(=O)N1CC2(C1)CN(CC2)C2=NC(=NC(=C2C#N)C2=C1C=NNC1=CC=C2C)OCC2=CC(=CC=C2)OC